NC=1N=C(C2=C(N1)N(C(=C2)C(=O)OCC2=CC=CC=C2)C2CCCC2)NCCCO benzyl 2-amino-7-cyclopentyl-4-((3-hydroxypropyl) amino)-7H-pyrrolo[2,3-d]pyrimidine-6-carboxylate